6-{[5-Chloro-4-(piperidin-4-ylamino)pyrimidin-2-yl]amino}-3,4-dihydroisoquinolin-1(2H)-one ClC=1C(=NC(=NC1)NC=1C=C2CCNC(C2=CC1)=O)NC1CCNCC1